5-fluoro-4-(4,4,5,5-tetramethyl-1,3,2-dioxaborolan-2-yl)-1H-pyridin-2-one FC=1C(=CC(NC1)=O)B1OC(C(O1)(C)C)(C)C